4-(benzyloxy)-3-[2-(dimethylamino)ethyl]indole-7-carboxamide C(C1=CC=CC=C1)OC1=C2C(=CNC2=C(C=C1)C(=O)N)CCN(C)C